6-[[2-amino-6-(2,2-difluoroethoxy)-3-pyridyl]methyl]-3-chloro-1-(cyanomethylamino)-7,8-dihydro-5H-2,6-naphthyridine-4-carbonitrile NC1=NC(=CC=C1CN1CC=2C(=C(N=C(C2CC1)NCC#N)Cl)C#N)OCC(F)F